[Si](C)(C)(C(C)(C)C)OC1=C(C=C2C(=N1)C(CN2C(CCl)=O)(C)C)CC2=CC=C(C=C2)F 1-(5-((tert-butyldimethylsilyl)oxy)-6-(4-fluorobenzyl)-3,3-dimethyl-2,3-dihydro-1H-pyrrolo[3,2-b]pyridin-1-yl)-2-chloroethan-1-one